FC(C)(C)C1=CC(=NO1)C(=O)NC(C(N[C@@H](C[C@H]1C(NCC1)=O)C(COC(F)(F)F)=O)=O)CC1CCOCC1 5-(2-fluoropropan-2-yl)-N-(1-oxo-1-(((S)-3-oxo-1-((S)-2-oxopyrrolidin-3-yl)-4-(trifluoromethoxy)butan-2-yl)amino)-3-(tetrahydro-2H-pyran-4-yl)propan-2-yl)isoxazole-3-carboxamide